6-(6-(4,6-difluoropyrazolo[1,5-a]pyridin-3-yl)-7-methoxyimidazo[1,2-a]pyridin-3-yl)-N-(4,4-difluoropyrrolidin-3-yl)pyridin-2-amine FC=1C=2N(C=C(C1)F)N=CC2C=2C(=CC=1N(C2)C(=CN1)C1=CC=CC(=N1)NC1CNCC1(F)F)OC